N-(2-(Benzylamino)-2-oxo-1-phenylethyl)-N-(3-chloro-2-fluorophenyl)-propiolamide C(C1=CC=CC=C1)NC(C(C1=CC=CC=C1)N(C(C#C)=O)C1=C(C(=CC=C1)Cl)F)=O